7-n-butyl-1,5,7-triazabicyclo[4.4.0]-dec-5-ene C(CCC)N1C2=NCCCN2CCC1